2'-(7,7-Dimethyl-1'H,7H-spiro[furo[3,4-b]pyridin-5,4'-piperidin]-1'-yl)-1,3-dihydro-4'H-spiro[inden-2,5'-[1,3]oxazol]-4'-one CC1(OC2(CCN(CC2)C=2OC3(C(N2)=O)CC2=CC=CC=C2C3)C=3C1=NC=CC3)C